CN(CCN(C1=C(C=C(C=C1)NC1=NC=CC(=N1)N1C(N(C2=C1C=CC=C2)C(C)C)=O)N)C)C 1-(2-((4-((2-(Dimethylamino)ethyl)(methyl)amino)-3-aminophenyl)amino)pyrimidin-4-yl)-3-isopropyl-1H-benzo[d]imidazol-2(3H)-one